tert-butyl 2-((2-(trifluoromethyl)pyridin-4-yl)oxy)-7-azaspiro[3.5]nonane-7-carboxylate FC(C1=NC=CC(=C1)OC1CC2(C1)CCN(CC2)C(=O)OC(C)(C)C)(F)F